Tert-butyl 4-(3-((4-sulfamoyl-2-((trifluoromethyl)sulfonyl)phenyl)amino)propyl)piperazine-1-carboxylate S(N)(=O)(=O)C1=CC(=C(C=C1)NCCCN1CCN(CC1)C(=O)OC(C)(C)C)S(=O)(=O)C(F)(F)F